Cl.CC1C2C3=CC=CC=C3C(C1C)N2 9,10-Dimethyl-11-azatricyclo[6.2.1.02,7]undeca-2,4,6-triene hydrochloride